5-[4-[2-[(3S)-tetrahydrofuran-3-yl]oxyethoxy]phenoxy]imidazo[1,5-a]pyridine-7-carboxamide O1C[C@H](CC1)OCCOC1=CC=C(OC2=CC(=CC=3N2C=NC3)C(=O)N)C=C1